ClC1=NC=CC=2C=3C(C(N(C12)C)C)=CN(N3)C 6-chloro-2,4,5-trimethyl-4,5-dihydro-2H-pyrazolo[4,3-c][1,7]Naphthyridine